6'-cyano-2'-oxo-1'-(1-propyl-1H-pyrazol-4-yl)-1,3-dihydro-spiro[indene-2,3'-indoline]-5-carboxylic acid C(#N)C1=CC=C2C3(C(N(C2=C1)C=1C=NN(C1)CCC)=O)CC1=CC=C(C=C1C3)C(=O)O